ClC=1C=C(C=C(C1)NS(=O)(=O)C)NC(=O)C1=CN(C(=C1)C1=NC=C(C=C1)N1CCC(CC1)OC)C N-(3-chloro-5-(methylsulfonamido)phenyl)-5-(5-(4-methoxypiperidin-1-yl)pyridin-2-yl)-1-methyl-1H-pyrrole-3-carboxamide